tert-butyl 4-[1-(4-amino-2-fluoro-phenyl)-3-fluoro-4-piperidyl]piperazine-1-carboxylate NC1=CC(=C(C=C1)N1CC(C(CC1)N1CCN(CC1)C(=O)OC(C)(C)C)F)F